C(C)(C)(C)OC(NCC=1N=CC=2CCNCC2C1)=O ((5,6,7,8-tetrahydro-2,6-naphthyridin-3-yl)methyl)carbamic acid tert-butyl ester